C(C=C)N1CCN(CC1)CC=C N,N'-diallylpiperazine